C(C1=CC=CC=C1)(=O)OC1=NC(=CC=C1)C 6-Methylpyridin-2-yl benzoate